OCC(CO)CC(CO)CO 2,4-Bis(hydroxymethyl)-1,5-pentanediol